2,5-ditrifluoromethyl-terephthalic acid FC(C1=C(C(=O)O)C=C(C(=C1)C(=O)O)C(F)(F)F)(F)F